O[C@@H]1CN(CCC1)C(C)C=1C=CC(=NC1)NC(OC(C)(C)C)=O Tert-Butyl (5-(1-((S)-3-hydroxypiperidin-1-yl)ethyl)pyridin-2-yl)carbamate